1H-benzimidazole-7-carboxylic acid N1C=NC2=C1C(=CC=C2)C(=O)O